6-(5-chloro-2-((oxacyclohex-4-yl)amino)pyrimidin-4-yl)-pyrimidin ClC=1C(=NC(=NC1)NC1CCOCC1)C1=CC=NC=N1